O=[Sb](=O)O[Sb](=O)=O Diantimony Pentoxide